tert-butyl (1S,4S)-5-[4-[4-(1-bicyclo[1.1.1]pentanylmethoxy)-2,3-difluoro-anilino]pyrido[3,2-d]pyrimidin-6-yl]-2,5-diazabicyclo[2.2.1]heptane-2-carboxylate C12(CC(C1)C2)COC2=C(C(=C(NC=1C3=C(N=CN1)C=CC(=N3)N3[C@@H]1CN([C@H](C3)C1)C(=O)OC(C)(C)C)C=C2)F)F